CN(CC(=O)O)C(CN1C2=C(OC(C1=O)(F)F)C=C(C(=C2)C2=C(C(=C(C(=C2F)F)F)F)F)F)=O N-methyl-N-(2-(2,2,7-trifluoro-3-oxo-6-(perfluorophenyl)-2,3-dihydro-4H-benzo[b][1,4]oxazin-4-yl)acetyl)glycine